(E)-2-(4-((4-Ethoxy-3-(6-((hydroxyimino)methyl)-5-methyl-4-oxo-7-propyl-3,4-dihydropyrrolo[2,1-f][1,2,4]triazin-2-yl)phenyl)sulfonyl)piperazin-1-yl)ethylnitrat C(C)OC1=C(C=C(C=C1)S(=O)(=O)N1CCN(CC1)CCO[N+](=O)[O-])C1=NN2C(C(N1)=O)=C(C(=C2CCC)/C=N/O)C